ethyl 4-bromo-5-(4-ethylpiperazin-1-yl)-2-nitrobenzoate BrC1=CC(=C(C(=O)OCC)C=C1N1CCN(CC1)CC)[N+](=O)[O-]